FC=1C(=C(C=NC1)NC(=O)C=1C(=NN2C1N=CC(=C2)F)N)N2CCC(CC2)C(=O)N2CCN(CC2)C2COC2 2-Amino-6-fluoro-pyrazolo[1,5-a]pyrimidine-3-carboxylic acid [5'-fluoro-4-(4-oxetan-3-yl-piperazine-1-carbonyl)-3,4,5,6-tetrahydro-2H-[1,4']bipyridinyl-3'-yl]-amide